ClC1=CC=C(C=N1)COC1=C(C=C(C=C1)CNC(CC1=CC(=C(C=C1)OC)OC)N)OC N'-[[4-[(6-chloropyridin-3-yl)methoxy]-3-methoxyphenyl]methyl]-2-(3,4-dimethoxyphenyl)ethandiamine